1-amino-2-(3-hydroxy-2,6-dimethylphenyl)-7-phenyl-2,8-dihydro-9H-2,3,5,8-tetraazabenzo[cd]azulene-9-one NC=1N(C2=C3C(C=C(NC(C13)=O)C1=CC=CC=C1)=NC=N2)C2=C(C(=CC=C2C)O)C